FC=1C=C(C=CC1F)C(CC(C(F)(F)F)=O)=O 1-(3,4-difluorophenyl)-4,4,4-trifluorobutane-1,3-dione